C(CCC)OCCCC di(n-butyl) ether